CN(C1CCNCC1)CC1=NC=NN1C N-methyl-N-((1-methyl-1H-1,2,4-triazol-5-yl)methyl)piperidin-4-amine